N-(2,4-difluoro-3-(1-(1-((2-(trimethylsilyl)ethoxy)methyl)-4,5,6,7-tetrahydro-1H-benzo[d]imidazol-2-yl)imidazo[1,5-a]pyridin-6-yl)phenyl)-5-fluoro-2-methylpyridine-3-sulfonamide FC1=C(C=CC(=C1C=1C=CC=2N(C1)C=NC2C2=NC1=C(N2COCC[Si](C)(C)C)CCCC1)F)NS(=O)(=O)C=1C(=NC=C(C1)F)C